C(CCCCCCCC=CCC)(=O)O 9-dodecenoic acid